CC1(C2=C(C(C=3C=4C=CC(=CC4NC13)C(=O)N)=O)C=NC=C2)C 5,5-dimethyl-11-oxo-6,11-dihydro-5H-pyrido[4,3-b]carbazole-8-carboxylic acid amide